N1CCC(CC1)N1CCN(CC1)C(C)=O (4-(piperidin-4-yl)piperazin-1-yl)ethanone